3-(4-((5-chloro-2,2-dimethyl-2,3-dihydrobenzofuran-7-yl)methoxy)-2,3-dimethylphenyl)-N-(3,4-dimethylisoxazol-5-yl)propenamide ClC=1C=C(C2=C(CC(O2)(C)C)C1)COC1=C(C(=C(C=C1)C=CC(=O)NC1=C(C(=NO1)C)C)C)C